6-(methoxymethoxy)-8-(4,4,5,5-tetramethyl-1,3,2-dioxaborolan-2-yl)quinolone COCOC=1C=C2C=CC(NC2=C(C1)B1OC(C(O1)(C)C)(C)C)=O